(R)-2-hydroxy-2-methyl-4-(2,4,5-trimethyl-3,6-dioxacyclohexa-1,4-dienyl)butanamide 4-Chloro-2-nitrophenyl-triflate ClC1=CC(=C(C=C1)OS(=O)(=O)C(F)(F)F)[N+](=O)[O-].O[C@@](C(=O)N)(CCC1=C(OC(=C(O1)C)C)C)C